N1C=NC2=C1C=C(C=C2)C2=NC(=NO2)C2=CC1=C(N(N=N1)C(C)(C)C)C=C2 2-(5-(5-(1H-benzo[d]imidazol-6-yl)-1,2,4-oxadiazol-3-yl)-1H-benzo[d][1,2,3]triazol-1-yl)-2-methylpropan